5-chloro-1-(1-(2-chloro-4-fluorobenzyl)piperidin-4-yl)-6-fluoro-3-(2-morpholinoethyl)-1,3-dihydro-2H-benzo[d]imidazol-2-one ClC1=CC2=C(N(C(N2CCN2CCOCC2)=O)C2CCN(CC2)CC2=C(C=C(C=C2)F)Cl)C=C1F